(S)-N-(7-((3-hydroxyoxetan-3-yl)ethynyl)-5-methyl-4-oxo-2,3,4,5-tetrahydrobenzo[b][1,4]oxazepin-3-yl)-4-((6-methylpyridin-2-yl)methyl)picolinamide OC1(COC1)C#CC1=CC2=C(OC[C@@H](C(N2C)=O)NC(C2=NC=CC(=C2)CC2=NC(=CC=C2)C)=O)C=C1